C1(CCC1)OC1=CC(=CC=C1)OC 1-Cyclobutyloxy-3-methoxybenzene